COCCOC(C=C)=O propenoic acid-2-methoxyethyl ester